2-isopropyl-6-methoxy-7-nitro-1,2,3,4-tetrahydroisoquinoline C(C)(C)N1CC2=CC(=C(C=C2CC1)OC)[N+](=O)[O-]